[C@]12(C(=O)CC(CC1)C2(C)C)CS(=O)(=O)O (+)-(1S)-Camphorsulfonic acid